N=C(CCCSCCC(=O)OCCCCCCCCCCCC)NCCN(CCNC(CCCSCCC(=O)OCCCCCCCCCCCC)=N)C didodecyl 8,16-diimino-12-methyl-4,20-dithia-9,12,15-triazatricosanedioate